2-(1-(4-Bromophenyl)-3-(4-fluorophenyl)-1H-pyrazol-4-yl)-5-methyl-3-(2-(2-oxoindolin-6-yl)ethyl)oxazolidin-4-one BrC1=CC=C(C=C1)N1N=C(C(=C1)C1OC(C(N1CCC1=CC=C2CC(NC2=C1)=O)=O)C)C1=CC=C(C=C1)F